ethyl 2-(4-(2-(trifluoromethyl)phenyl)cyclohexyl)acetate FC(C1=C(C=CC=C1)C1CCC(CC1)CC(=O)OCC)(F)F